N-2-benzothiazolyl-4-[[(2-hydroxy-3-methoxyphenyl)methyl]amino]-benzenesulfonamide S1C(=NC2=C1C=CC=C2)NS(=O)(=O)C2=CC=C(C=C2)NCC2=C(C(=CC=C2)OC)O